FC(CO)(F)C1=C(C=CC=C1)C(CN(C([O-])=O)C)O 2-(2-(1,1-difluoro-2-hydroxyethyl)phenyl)-2-hydroxyethyl(methyl)carbamate